6'-(((1R,4R)-4-((5-(methylthio)pyrimidin-2-yl)amino)cyclopent-2-en-1-yl)amino)-2H-[1,3'-bipyridin]-2-one CSC=1C=NC(=NC1)N[C@H]1C=C[C@@H](C1)NC1=CC=C(C=N1)N1C(C=CC=C1)=O